((3s,6s,9as)-3-((6s,7r)-7-cyano-6-(pyridin-3-yl)-4-azaspiro[2.4]heptane-4-carbonyl)-5-oxooctahydro-1H-pyrrolo[1,2-a]azepin-6-yl)carbamic acid tert-butyl ester C(C)(C)(C)OC(N[C@H]1CCC[C@@H]2N(C1=O)[C@@H](CC2)C(=O)N2C1(CC1)[C@@H]([C@H](C2)C=2C=NC=CC2)C#N)=O